2-(Azetidin-1-yl)-4-bromothiazole N1(CCC1)C=1SC=C(N1)Br